ClC=1C=CC=C2C=CC=C(C12)B1OC(C(O1)(C)C)(C)C 2-(8-Chloronaphthalene-1-yl)-4,4,5,5-tetramethyl-1,3,2-dioxaborolane